2-(4-(1'-(3-((4-(dodecyloxy)-3-fluorophenyl)sulfonyl)-6-(methylsulfinyl)quinolin-4-yl)-[1,4'-bipiperidin]-4-yl)piperazin-1-yl)ethanol C(CCCCCCCCCCC)OC1=C(C=C(C=C1)S(=O)(=O)C=1C=NC2=CC=C(C=C2C1N1CCC(CC1)N1CCC(CC1)N1CCN(CC1)CCO)S(=O)C)F